((3aR,4R,6R,6aR)-6-(6-amino-9H-purin-9-yl)-2-phenyltetrahydrofuro[3,4-d][1,3]dioxol-4-yl)methanol NC1=C2N=CN(C2=NC=N1)[C@@H]1O[C@@H]([C@@H]2[C@H]1OC(O2)C2=CC=CC=C2)CO